C(C)NC=1NC(=CN1)C1=NC=CC(=C1)C=1C=NC=C(C1)OC N-Ethyl-5-(5-methoxy-3,4'-bipyridin-2'-yl)-1H-imidazol-2-amin